6-(1-(2-(2-((3r,5r,7r)-adamantan-1-yl)acetamido)ethyl)-1,2,3,6-tetrahydropyridin-4-yl)-N-((4,6-dimethyl-2-oxo-1,2-dihydropyridin-3-yl)methyl)-1-isopropyl-1H-indazole-4-carboxamide C12(CC3CC(CC(C1)C3)C2)CC(=O)NCCN2CCC(=CC2)C=2C=C(C=3C=NN(C3C2)C(C)C)C(=O)NCC=2C(NC(=CC2C)C)=O